FC=1C=C2C(C(=CN(C2=NC1ON1N=NC=2C1=NC=CC2)C2=C(C=C(C=C2F)F)F)C(=O)N)=O 6-fluoro-4-oxo-7-(3H-[1,2,3]triazolo[4,5-b]pyridin-3-yloxy)-1-(2,4,6-trifluorophenyl)-1,4-dihydro-1,8-naphthyridine-3-carboxamide